2-oxidopropane-1,2,3-tricarboxylate [O-]C(CC(=O)[O-])(CC(=O)[O-])C(=O)[O-]